trifluoroundecane FC(CCCCCCCCCC)(F)F